(R)-2-(3-(1-(tert-butoxy)-1-oxoprop-2-yl)ureido)-4-methyl-5-(oxazol-2-yl)Thiophene-3-carboxylic acid ethyl ester C(C)OC(=O)C1=C(SC(=C1C)C=1OC=CN1)NC(=O)N[C@@H](C(=O)OC(C)(C)C)C